OC(=O)C(F)(F)F.CS(=O)(=O)N1CCC(CC1)N 1-methylsulfonylpiperidin-4-amine TFA salt